C1(CC1)C(CNC=1N=CC2=C(N1)NC=C2C=2C=CC=1N(C2)C(=CN1)C(F)F)(F)F N-(2-cyclopropyl-2,2-difluoroethyl)-5-(3-(difluoromethyl)imidazo[1,2-a]pyridin-6-yl)-7H-pyrrolo[2,3-d]pyrimidin-2-amine